COCCNC=1C2=C(N=C(N1)C=1N(C=CN1)C)SC(=C2C2=CC=CC=C2)C2=CC=CC=C2 N-(2-Methoxyethyl)-2-(1-methyl-1H-imidazol-2-yl)-5,6-diphenylthieno[2,3-d]pyrimidin-4-amine